(5-(6-amino-4,5-dimethylpyridin-2-yl)-4,6-difluoro-1-oxoisoindolin-2-yl)piperidine-2,6-dione NC1=C(C(=CC(=N1)C=1C(=C2CN(C(C2=CC1F)=O)N1C(CCCC1=O)=O)F)C)C